tert-butyl (1R,5R)-3-benzyl-6-hydrazinyl-3,8-diazabicyclo[3.2.1]octane-8-carboxylate C(C1=CC=CC=C1)N1C[C@H]2CC([C@@H](C1)N2C(=O)OC(C)(C)C)NN